CC1(OC1C=C)C=C 2-methyl-2,3-divinyl-oxirane